NC=1C(=C(C(=CC1I)[N+](=O)[O-])C=O)Br 3-amino-2-bromo-4-iodo-6-nitrobenzene-1-carbaldehyde